C(C)OC(C1=C(C=C(C=C1)C(F)(F)F)N1CCOCC1)=O 2-morpholino-4-(trifluoromethyl)benzoic acid ethyl ester